O=C1N(C(CC1)=O)OC(CCCN(C(=O)C=1C2=CC=CC=C2[N+](=C2C=CC=CC12)CCCS(=O)(=O)[O-])S(=O)(=O)C1=CC=C(C=C1)C)=O 3-[9-[[4-(2,5-dioxopyrrolidin-1-yl)oxy-4-oxobutyl]-(4-methylphenyl) sulfonylcarbamoyl]acridin-10-ium-10-yl]propane-1-sulfonate